[Ag+].CC(C(=O)[O-])=C 2-methylprop-2-enoic acid silver salt